O=C1N(CCN1)CCNC(C(=C)C)=O N-(2-(2-oxo-imidazolidin-1-yl)ethyl)methacrylamide